C(CCCC)SP(C1=CC=CC=C1)(C1=CC=CC=C1)=O S-n-amyl-thiodiphenyl-phosphorus oxide